3-(2,2,2-trifluoro-1-phenylethyl)-4H-chromen-4-one FC(C(C1=CC=CC=C1)C1=COC2=CC=CC=C2C1=O)(F)F